((3R,5R)-3-(4-amino-3-(4-phenoxyphenyl)-1H-pyrazolo[3,4-d]pyrimidin-1-yl)-5-hydroxypiperidin-1-yl)prop-2-en-1-one NC1=C2C(=NC=N1)N(N=C2C2=CC=C(C=C2)OC2=CC=CC=C2)[C@H]2CN(C[C@@H](C2)O)C(C=C)=O